FC1=C(N=CC2=C1N=C(N=C2N2CC(CCC2)(O)C)OCC21CCCN1CCC2)C2=C(C=CC(=C2)O)F 1-(8-fluoro-7-(2-fluoro-5-hydroxyphenyl)-2-((tetrahydro-1H-pyrrolizin-7a(5H)-yl)methoxy)pyrido[4,3-d]pyrimidin-4-yl)-3-methylpiperidin-3-ol